FC1=C(C=C(C=C1)NC(=O)C1=C(N(C(=C1C)C(C(NC1=NC=CC=C1)=O)=O)C)C)C N-(4-fluoro-3-methylphenyl)-1,2,4-trimethyl-5-(2-oxo-2-(pyridin-2-ylamino)acetyl)-1H-pyrrole-3-carboxamide